3-Hydroxy-4-(2-(4-methoxyphenyl)-3-oxoindolin-2-yl)-1-methylpyrrolidine-2,5-dione OC1C(N(C(C1C1(NC2=CC=CC=C2C1=O)C1=CC=C(C=C1)OC)=O)C)=O